(S)-1-(3-(difluoromethoxy)phenyl)-3-(isoquinolin-4-yl)-2-oxoimidazoline-4-carbonitrile FC(OC=1C=C(C=CC1)N1C(N([C@@H](C1)C#N)C1=CN=CC2=CC=CC=C12)=O)F